C(C)(=O)C1=CC=C2[C@](N(C(C2=C1)=O)CC1=NC=C(C=C1)Cl)(OC)C1=CC=C(C=C1)Cl (R)-6-acetyl-3-(4-chlorophenyl)-2-((5-chloropyridin-2-yl)methyl)-3-methoxyisoindolin-1-one